C(C)(C)(C)C=1C=C(CN2C(N(C(N(C2=O)CC2=CC(=C(C(=C2)C(C)(C)C)O)C(C)(C)C)=O)CC2=CC(=C(C(=C2)C(C)(C)C)O)C(C)(C)C)=O)C=C(C1O)C(C)(C)C 1,3,5-tri(3,5-di-tert-butyl-4-hydroxybenzyl)-1,3,5-triazine-2,4,6(1H,3H,5H)trione